3-ethynyl-4-methylpyridine C(#C)C=1C=NC=CC1C